CNCCC1OC(OC1)(CCCCCCCC\C=C/C\C=C/CCCCC)CCCCCCCC\C=C/C\C=C/CCCCC N-methyl-2-(2,2-Di((9Z,12Z)-octadeca-9,12-dienyl)-1,3-dioxolan-4-yl)ethylamine